BrCC(=O)N1CCC(CC1)NC1=NC=C(C(=N1)C=1C=C(C=CC1)N1C(C=CC=C1)=O)Cl 1-(3-(2-((1-(2-bromoacetyl)piperidin-4-yl)amino)-5-chloropyrimidin-4-yl)phenyl)pyridin-2(1H)-one